CNC(C1=C(C=CC=C1)NC1=NC(=NC=C1C(F)(F)F)NC1=CC=C(C=C1)B1OC(C(O1)(C)C)(C)C)=O N-methyl-2-[(2-{[4-(4,4,5,5-tetramethyl-1,3,2-dioxaborolan-2-yl)phenyl]amino}-5-(trifluoromethyl)pyrimidin-4-yl)amino]benzamide